ethyl 3-(1-(4-chlorobenzyl)-5-methoxy-1H-pyrrolo[2,3-b]pyridin-2-yl)-2,2-dimethylpropionate ClC1=CC=C(CN2C(=CC=3C2=NC=C(C3)OC)CC(C(=O)OCC)(C)C)C=C1